C(C)(C)(C)OC(=O)NC1CN(C1)CC=1C=CC(=NC1Cl)C(=O)O 5-((3-((tert-butoxycarbonyl)amino)azetidin-1-yl)methyl)-6-chloropicolinic acid